C(C)(C)C1=C(NC2=CC=C(C=C12)N1C(NCC1)=O)C1=C2C(=NC=C1)NN=C2 1-(3-isopropyl-2-(1H-pyrazolo[3,4-b]pyridin-4-yl)-1H-indol-5-yl)imidazolidin-2-one